1-(5-chloro-6-methyl-2-(4-methyl-1,4-diazepan-1-yl)pyrimidin-4-yl)-N-(2-(imidazo[1,2-a]pyridin-3-yl)propan-2-yl)azetidine-3-carboxamide ClC=1C(=NC(=NC1C)N1CCN(CCC1)C)N1CC(C1)C(=O)NC(C)(C)C1=CN=C2N1C=CC=C2